C(C)NC(CCC1=CC(=CC=C1)C1=C2C=NN(C2=CC=C1)C)=O N-ethyl-3-(3-(1-methyl-1H-indazol-4-yl)phenyl)propionamide